FC(C1=CN=C2N1C=C(C=C2)C2=CNC=1N=C(N=CC12)N[C@@H]1CC[C@@H](CC1)OCC)F 5-(3-(difluoromethyl)imidazo[1,2-a]pyridin-6-yl)-N-(cis-4-ethoxycyclohexyl)-7H-pyrrolo[2,3-d]pyrimidin-2-amine